C(CCCCCCC\C=C/CCCCCCCC)C(C(CN(C)C)CCCCCCCC\C=C/CCCCCCCC)C(N)=O 1,2-dioleylcarbamyl-3-dimethylaminopropane